6-fluoro-2,3-dihydro-1H-inden-5-amine FC1=C(C=C2CCCC2=C1)N